2-fluoro-3-(oxetan-3-ylsulfonylamino)benzene FC1=CC=CC=C1NS(=O)(=O)C1COC1